ClC1=NN2C(N=CC3=C2[C@@](CN3C(=O)NC=3C=NC(=C(C3)C(F)F)N3N=NC=C3)(C(F)(F)F)C)=C1 (R)-2-chloro-N-(5-(difluoromethyl)-6-(1H-1,2,3-triazol-1-yl)pyridin-3-yl)-8-methyl-8-(trifluoromethyl)-7,8-dihydro-6H-pyrazolo[1,5-a]pyrrolo[2,3-e]pyrimidine-6-carboxamide